C(C)(C)(C)OC(=O)C(C([2H])([2H])[2H])(CCCC(CS(=O)(=O)CCO[Si](C)(C)C(C)(C)C)(C)C)C=1C=C(CC2(CC2)C(=O)OC)C=CC1 Methyl 1-(3-(2-(tert-butoxycarbonyl)-7-((2-((tert-butyldimethylsilyl)oxy)ethyl)sulfonyl)-6,6-dimethylheptan-2-yl-1,1,1-d3)benzyl)cyclopropane-1-carboxylate